2-[2-[2-[2-[2-(2-prop-2-ynoxyethoxy)ethoxy]ethoxy]ethoxy]ethoxy]ethanamine C(C#C)OCCOCCOCCOCCOCCOCCN